tert-butyl (1S,2R,5R)-2-[[2-[(4,4-difluorocyclohexyl)amino]-1-(5-fluoro-3-pyridyl)-2-oxo-ethyl]-[4-(pentafluoro-λ6-sulfanyl)phenyl]carbamoyl]-3-azabicyclo[3.2.0]heptane-3-carboxylate FC1(CCC(CC1)NC(C(C=1C=NC=C(C1)F)N(C(=O)[C@H]1[C@H]2CC[C@H]2CN1C(=O)OC(C)(C)C)C1=CC=C(C=C1)S(F)(F)(F)(F)F)=O)F